BrC=1C=C(C=CC1)C1(COC1)CN1N=C(C=C1)C 1-((3-(3-bromophenyl)oxetan-3-yl)methyl)-3-methyl-1H-pyrazole